C(C1=CC=CC=C1)OC(=O)N([C@@H](CC(=O)OC)C)CC(N(C)OC)=O Methyl (3R)-3-{[(benzyloxy)carbonyl]({[methoxy(methyl)carbamoyl]methyl})amino}butanoate